C(C)(C)(C)OC(/C(/CCC=C(C)C)=C/CO)=O (E)-2-(2-hydroxyethylidene)-6-methylhept-5-enoic acid tert-butyl ester